9-(2-aminoethyl)-N3,N6-bis(3,4-dichlorophenyl)-9H-carbazole-3,6-diamine NCCN1C2=CC=C(C=C2C=2C=C(C=CC12)NC1=CC(=C(C=C1)Cl)Cl)NC1=CC(=C(C=C1)Cl)Cl